(S)-N-(7-((3-hydroxyoxetan-3-yl)ethynyl)-5-methyl-4-oxo-2,3,4,5-tetrahydrobenzo[b][1,4]oxazepin-3-yl)-4-((6-methylpyridin-2-yl)oxy)pyridineamide OC1(COC1)C#CC1=CC2=C(OC[C@@H](C(N2C)=O)NC(=O)C2=NC=CC(=C2)OC2=NC(=CC=C2)C)C=C1